CC1=CC=C(C=C1)S(=O)(=O)OC1=CC(=C(C(=C1)OC(C)C1=CC=CC=C1)C=O)OS(=O)(=O)C1=CC=C(C=C1)C 4-formyl-5-(1-phenylethoxy)-1,3-phenylene bis(4-methylbenzenesulfonate)